4-((4-(propylpentyl)phenyl)ethynyl)-3-ethyl-1-((4-isothiocyanatophenyl)ethynyl)benzene C(CC)C(CCCC)C1=CC=C(C=C1)C#CC1=C(C=C(C=C1)C#CC1=CC=C(C=C1)N=C=S)CC